NC1=NN2C(N=CC(=C2)Cl)=C1C(=O)NC=1C=NC=CC1OCCN(C)C 2-amino-6-chloro-N-(4-(2-(dimethylamino)ethoxy)pyridin-3-yl)pyrazolo[1,5-a]pyrimidine-3-carboxamide